(6R)-17-amino-6-hydroxy-6,15-bis(trifluoromethyl)-12-[[6-(trifluoromethyl)-3-pyridyl]methyl]-19-oxa-3,4,12,18-tetrazatricyclo[12.3.1.12,5]nonadeca-1(18),2,4,14,16-pentaen-13-one NC1=CC(=C2C(N(CCCCC[C@@](C3=NN=C(C1=N2)O3)(C(F)(F)F)O)CC=3C=NC(=CC3)C(F)(F)F)=O)C(F)(F)F